C(CCCCCCCCCCCC)N(CCCNC1=NC(=NC(=N1)NCCCN(CCCCCCCCCCCCC)CCCCCCCCCCCCC)NCCCN(CCCCCCCCCCCCC)CCCCCCCCCCCCC)CCCCCCCCCCCCC N2,N4,N6-tris(3-(ditridecylamino)propyl)-1,3,5-triazine-2,4,6-triamine